Mono(4-butoxyethyl) ether CCCCOCCOCCOCCCC